1,1'-oxybis(2-chloroethane) O(CCCl)CCCl